N1=C(C=CC=C1)[C@H](CCC=C)S(=O)(=O)N (S)-1-(PYRIDIN-2-YL)PENT-4-ENE-1-SULFONAMIDE